NC1=NC=NC=2N(C3=C(C=C(C=C3C21)C2=CC(=CC=C2)OC)C)CC(=O)OC(C)(C)C tert-butyl 2-(4-amino-6-(3-methoxyphenyl)-8-methyl-9H-pyrimido[4,5-b]indol-9-yl)acetate